COC(=O)C1=CC=C2[C@H](N(C(NC2=C1)=O)C)C (R)-3,4-dimethyl-2-oxo-1,2,3,4-tetrahydroquinazoline-7-carboxylic acid methyl ester